2-methoxy-5-(methoxymethyl)pyridine COC1=NC=C(C=C1)COC